bicyclo[3.3.1]nonan-1-amine C12(CCCC(CCC1)C2)N